(3R)-3-amino-2,3-dihydro-thiophene-1,1-dioxide N[C@H]1CS(C=C1)(=O)=O